1,2,4-Triazole-3-carboxylic acid N1N=C(N=C1)C(=O)O